2-bromo-5-(2-methoxyethoxy)-1,3,4-thiadiazole BrC=1SC(=NN1)OCCOC